BrC1=C(N(C)C)C=C(C=C1)F 2-bromo-5-fluoro-N,N-dimethylaniline